COC=1C=C(C=CC1OC)[C@@]12CCN([C@H]2CC(CC1)=NNCC=1C=NC=CC1)C N-[[(3aS,7aS)-3a-(3,4-dimethoxyphenyl)-1-methyl-2,3,4,5,7,7a-hexahydroindol-6-ylidene]amino]-1-(3-pyridyl)methanamine